thiasulfamide S(=S)(=O)(N)N